3-amino-N-(4-(((2S,4R)-2-methyl-1-propionyl-1,2,3,4-tetrahydroquinolin-4-yl)amino)phenyl)azetidine-1-carboxamide trifluoroacetate FC(C(=O)O)(F)F.NC1CN(C1)C(=O)NC1=CC=C(C=C1)N[C@@H]1C[C@@H](N(C2=CC=CC=C12)C(CC)=O)C